but-2-en-4-one CC=CC=O